BrC=1C(=C(C=C(C1)F)C1=CC(=C(C=C1)NC(C)=O)F)O N-(3'-bromo-3,5'-difluoro-2'-hydroxy-[1,1'-biphenyl]-4-yl)acetamide